Cl.N[C@H](C(=O)N[C@H](C(=O)NC1=CC=C(C=C1)COC(=O)N1C=C(C2=CC(=CC=C12)Br)/C(=C/C1=C(C=CC(=C1)C#N)OC)/C#N)CCCNC(=O)N)C [4-[[(2S)-2-[[(2S)-2-aminopropanoyl]amino]-5-ureido-pentanoyl]amino]phenyl]methyl-5-bromo-3-[(Z)-1-cyano-2-(5-cyano-2-methoxy-phenyl)vinyl]indole-1-carboxylate hydrochloride